N-(2-(2-(methylsulfonyl)ethyl)-6-morpholino-2H-indazol-5-yl)-3-(morpholinosulfonyl)benzamide CS(=O)(=O)CCN1N=C2C=C(C(=CC2=C1)NC(C1=CC(=CC=C1)S(=O)(=O)N1CCOCC1)=O)N1CCOCC1